CC1=C(OC=2C(N(C=CC2C=2C3=C(C(N(C2)C)=O)NC=C3)C(C)C)=O)C(=CC=C1)C 4-(3-(2,6-dimethylphenoxy)-1-isopropyl-2-oxo-1,2-dihydropyridin-4-yl)-6-methyl-1,6-dihydro-7H-pyrrolo[2,3-c]pyridin-7-one